FC1=C(C=CC(=C1)C1=NN(C=N1)C1=CC=C(C=C1)OC(F)(F)F)NC(=O)\N=C\1/SCC(N1C1=C(C=CC(=C1)C)OCCC(F)(F)F)=O (Z)-1-(2-fluoro-4-(1-(4-(trifluoromethoxy)phenyl)-1H-1,2,4-triazol-3-yl)phenyl)-3-(3-(5-methyl-2-(3,3,3-trifluoropropoxy)phenyl)-4-oxothiazolidin-2-ylidene)urea